(R)-5-(5-Chloropyridin-3-yl)-7-methyl-N-(1,1,1-trifluoropropan-2-yl)pyrazolo[1,5-a]Pyrimidine ClC=1C=C(C=NC1)C1=NC=2N(C(=C1)C)N(CC2)[C@@H](C(F)(F)F)C